C(C)(C)N(C(C)C)CCC1=CNC2=C(C=C(C=C12)OC)C N-isopropyl-N-(2-(5-methoxy-7-methyl-1H-indol-3-yl)ethyl)propan-2-amine